ClC1=C2C(=CNC2=C(C=C1)N1CCC(CC1)C=1C=NC(=CC1)N1CCC(CC1)CN1CCN(CC1)C=1C=C2CN(C(C2=CC1)=O)C1C(NC(CC1)=O)=O)C#N 4-Chloro-7-(4-{6-[4-({4-[2-(2,6-dioxopiperidin-3-yl)-1-oxo-2,3-dihydro-1H-isoindol-5-yl]piperazin-1-yl}methyl)piperidin-1-yl]pyridin-3-yl}piperidin-1-yl)-1H-indole-3-carbonitrile